(1,2-dihydro-1-hydroxy-2-oxopyridine-6-carbonyl)-1,5,10,14-tetraazatetradecane ON1C(C=CC=C1C(=O)NCCCNCCCCNCCCN)=O